5-phenyl-2-(trifluoromethyl)-1H-imidazole C1(=CC=CC=C1)C1=CN=C(N1)C(F)(F)F